3-aminobutyl(dodecanoxy)tetradecanoxy(hexadecanoxy)silane NC(CC[Si](OCCCCCCCCCCCCCCCC)(OCCCCCCCCCCCCCC)OCCCCCCCCCCCC)C